6-[3-[1-[[6-bromo-8-(trifluoromethyl)quinazolin-4-yl]amino]ethyl]pyrazin-2-yl]pyridine-3-carbonitrile BrC=1C=C2C(=NC=NC2=C(C1)C(F)(F)F)NC(C)C=1C(=NC=CN1)C1=CC=C(C=N1)C#N